2-ethylbutyl vinyl ether C(=C)OCC(CC)CC